(R)-9-(6-Chloro-pyridin-3-ylmethyl)-2-((R)-3-methyl-morpholin-4-yl)-6-trifluoromethyl-6,7,8,9-tetrahydro-pyrimido[1,2-a]-pyrimidin-4-one ClC1=CC=C(C=N1)CN1CC[C@@H](N2C1=NC(=CC2=O)N2[C@@H](COCC2)C)C(F)(F)F